2,7-dibromo-9,9-bis(6'-bromohexyl)fluorene BrC1=CC=2C(C3=CC(=CC=C3C2C=C1)Br)(CCCCCCBr)CCCCCCBr